NC=1C(=C(OC=2C(=C(C(=O)OC(C)(C)C)C(=CC2)[N+](=O)[O-])C)C=C(C1)C)F tert-butyl 3-(3-amino-2-fluoro-5-methylphenoxy)-2-methyl-6-nitrobenzoate